FC1CC=CS(=O)(=O)OC1 4-fluoro-1-pentene-1,5-sultone